FC=1C=C(C=CC1F)C1(CCN(CC1)C1=NC(=CN=C1C)C=1C=NN(C1)C)O 4-(3,4-difluorophenyl)-1-(3-methyl-6-(1-methyl-1H-pyrazol-4-yl)pyrazin-2-yl)piperidin-4-ol